2,3-Dihydroxylpropyltributylphosphonium chloride salt [Cl-].OC(C[P+](CCCC)(CCCC)CCCC)CO